tert-Butyl 4-[3-(5-methyl-1,3-thiazol-2-yl)-5-({(1R)-1-[2-(trifluoromethyl)pyrimidin-5-yl]ethyl}carbamoyl)phenoxy]piperidine-1-carboxylate CC1=CN=C(S1)C=1C=C(OC2CCN(CC2)C(=O)OC(C)(C)C)C=C(C1)C(N[C@H](C)C=1C=NC(=NC1)C(F)(F)F)=O